1,1'-[methylenebis(oxy)]bis-ethane C(OCC)OCC